C(#N)C1=C(C=CC=C1)NC(=O)C1=C(C(=NS1)Cl)Cl N-(2-cyano-phenyl)-3,4-dichloroisothiazol-5-carboxamide